(3S,5R,8R,9S,10S,12R,13S,14S,17R)-12,14-dihydroxy-10,13-dimethyl-17-(5-oxo-2,5-dihydrofuran-3-yl)hexadecahydro-1H-cyclopenta[a]phenanthren-3-yl (2-morpholinoethyl)carbamate O1CCN(CC1)CCNC(O[C@H]1CC[C@@]2([C@H]3C[C@H]([C@@]4([C@H](CC[C@@]4([C@@H]3CC[C@@H]2C1)O)C=1COC(C1)=O)C)O)C)=O